C(C(=C)C)(=O)OC1C(CCC(C1)C)(C)OP(O)(O)=O methacryloxy-1,4-dimethylcyclohexyl-phosphoric acid